1-((S)-2-((2R,4aS,4bR,6aS,7R,7aS,8aR,8bR,8cR,10aR)-2-hydroxy-2,6a-dimethyloctadecahydrocyclopropa[4,5]cyclopenta[1,2-a]phenanthren-7-yl)propyl)-1H-pyrazole-4-carbonitrile O[C@@]1(CC[C@@H]2[C@H]3CC[C@]4([C@H]([C@@H]3CC[C@@H]2C1)[C@H]1[C@@H]([C@@H]4[C@@H](CN4N=CC(=C4)C#N)C)C1)C)C